2-cyano-N-(1-(3,4-dimethoxyphenyl)ethyl)-3-(5-(4-((dimethylamino)methyl)phenyl)-1H-pyrrolo[2,3-b]pyridin-3-yl)acrylamide C(#N)C(C(=O)NC(C)C1=CC(=C(C=C1)OC)OC)=CC1=CNC2=NC=C(C=C21)C2=CC=C(C=C2)CN(C)C